OC=1C=C2CC[C@H]([C@H](C2=CC1)C1=CC=C(C=C1)N1CCN(CC1)CC1=CC=C(C=N1)N1C(NC(CC1)=O)=O)C1=CC=CC=C1 1-(6-((4-(4-((1S,2R)-6-hydroxy-2-phenyl-1,2,3,4-tetrahydronaphthalen-1-yl)phenyl)piperazin-1-yl)methyl)pyridin-3-yl)dihydropyrimidine-2,4(1H,3H)-dione